2-(2'-furyl)pyrazine C1=COC(=C1)C2=NC=CN=C2